OC(CN1C(C(=C(C2=CC=CN=C12)O)C(=O)NC1CCC(CC1)C)=O)CO 1-(2,3-dihydroxypropyl)-4-hydroxy-N-(4-methylcyclohexyl)-2-oxo-1,8-naphthyridine-3-carboxamide